N,N-bis(3-aminopropyl)butane-1,4-diamine NCCCN(CCCCN)CCCN